bicyclo[3.1.0]Hexan-3-ol C12CC(CC2C1)O